hydroxy-α-cyanocinnamate OC(=C(C(=O)[O-])C#N)C1=CC=CC=C1